C(C1=CC=CC=C1)OC=1C=C(N(CCOCCOCCOCCOCCOCCOCCOCCOCCOCCOCCOCCOC)CCOCCOCCOCCOCCOCCOCCOCCOCCOCCOCCOCCOC)C=CC1 3-benzyloxy-N,N-bis[2-[2-[2-[2-[2-[2-[2-[2-[2-[2-[2-(2-methoxyethoxy)ethoxy]ethoxy]ethoxy]ethoxy]ethoxy]ethoxy]ethoxy]ethoxy]ethoxy]ethoxy]ethyl]aniline